2-Cyano-5-ethynylpyridin-3-yl 3-[4-(4-chloro-3,5-difluorophenyl)-1H-1,2,3-triazol-1-yl]-3-deoxy-2-O-methyl-1-thio-α-D-galactopyranoside ClC1=C(C=C(C=C1F)C=1N=NN(C1)[C@@H]1[C@H]([C@@H](SC=2C(=NC=C(C2)C#C)C#N)O[C@@H]([C@@H]1O)CO)OC)F